2-(2-(4-fluoro-2-methylphenoxy)-4-(trifluoromethyl)phenyl)-1,5-dihydro-6H-imidazo[4,5-c]pyridin-6-one FC1=CC(=C(OC2=C(C=CC(=C2)C(F)(F)F)C=2NC=3C(=CNC(C3)=O)N2)C=C1)C